BrC1=CC(=C(C(=C1)F)C1=CC(=C(C=C1)C#CC1=CC=C(C=C1)CCCCC)CC)F 4-Bromo-3'-ethyl-2,6-difluoro-4'-((4-pentylphenyl)ethynyl)-1,1'-biphenyl